ClC1=CC=C(C=C1)[C@H](CCNC(=O)C1=C(N=C(N1C)C1=CC=C2C(=NNC2=C1)C(=O)NC)C)O (S)-6-(5-((3-(4-chlorophenyl)-3-hydroxypropyl)carbamoyl)-1,4-dimethyl-1H-imidazol-2-yl)-N-methyl-1H-indazole-3-carboxamide